NC=1C=CC(=NC1)C=1N=NN(C1C(=O)OC)C methyl 4-(5-aminopyridin-2-yl)-1-methyl-1H-1,2,3-triazole-5-carboxylate